Isopropyl ((S)-(((2R,3S,5R)-5-(6-amino-2-fluoro-9H-purin-9-yl)-2-ethynyl-3-(((nonyloxy)carbonyl)oxy)tetrahydrofuran-2-yl)methoxy)(phenoxy)phosphoryl)-L-alaninate NC1=C2N=CN(C2=NC(=N1)F)[C@H]1C[C@@H]([C@@](O1)(C#C)CO[P@](=O)(OC1=CC=CC=C1)N[C@@H](C)C(=O)OC(C)C)OC(=O)OCCCCCCCCC